CN1C(=C(C2=CC=C(C=C12)C(N[C@@H](C)C1=CC=C(C=C1)C(F)(F)F)=O)CC1=CC=C(OC(C(=O)OCC)C)C=C1)C ethyl 2-(4-((1,2-dimethyl-6-(((S)-1-(4-(trifluoromethyl)phenyl)ethyl)carbamoyl)-1H-indol-3-yl)methyl) phenoxy)propanoate